7-((2s,5r)-2,5-dimethyl-4-(1-(3-methylquinoxalin-6-yl)ethyl)piperazin-1-yl)-4-methyl-2-(tetrahydro-2H-pyran-2-yl)-2,4-dihydro-5H-pyrazolo[4,3-b]pyridin-5-one C[C@@H]1N(C[C@H](N(C1)C(C)C=1C=C2N=C(C=NC2=CC1)C)C)C=1C=2C(N(C(C1)=O)C)=CN(N2)C2OCCCC2